FC1=CC(=C(C=C1)C1=C(C=C(C=C1)F)C)C 4,4'-difluoro-2,2'-dimethyl-1,1'-biphenyl